C(CCC)[PH3+] n-butylphosphonium